(1R,5S,6r)-6-(1-isopropyl-3-(trifluoromethyl)-1H-pyrazol-5-yl)bicyclo[3.1.0]hexan-3-ol C(C)(C)N1N=C(C=C1C1[C@H]2CC(C[C@@H]12)O)C(F)(F)F